4-bromo-2-chloro-4'-methoxybenzophenone BrC1=CC(=C(C(=O)C2=CC=C(C=C2)OC)C=C1)Cl